ClC1=C(N=NC(=C1)C=C)C 4-chloro-3-methyl-6-vinylpyridazine